C1=CC=C2C(=C1)C3=NC4=NC(=NC5=C6C=CC=CC6=C([N-]5)N=C7C8=C(C(=CC=C8)S(=O)(=O)[O-])C(=N7)N=C2[N-]3)C9=C4C=CC=C9S(=O)(=O)[O-].[Cu] The molecule is an organosulfonate oxoanion resulting from the removal of a proton from both of the sulfo groups of a copper phthalocyanine-disulfonic acid. It is a conjugate base of a Luxol fast blue MBS (acid form).